3-[[4-Chloro-6-[2-(cyclohexylidenemethyl)-6-methyl-phenyl]-5-methyl-pyrimidin-2-yl]sulfamoyl]benzoic acid ClC1=NC(=NC(=C1C)C1=C(C=CC=C1C)C=C1CCCCC1)NS(=O)(=O)C=1C=C(C(=O)O)C=CC1